C(N)(O[C@@H]1[C@@H](CC2=CC(=CC(=C12)Cl)Cl)OC(N)=O)=O (1S,2R)-5,7-dichloro-2,3-dihydro-1H-inden-1,2-diyl dicarbamate